C12CN(CC2C1)C1=CC=CC=N1 6-{3-Azabicyclo[3.1.0]hexan-3-yl}-pyridin